FC1(C(CC2=CC(=CC=C12)C(=O)OC)O)F methyl 1,1-difluoro-2-hydroxy-2,3-dihydro-1H-indene-5-carboxylate